CC1CCC(CC1)\[NH+]=C\1/OC(C(=C1CC(=O)OCC)CCCCCCCCC)=O Ethyl (Z)-2-(2-((4-methylcyclohexyl)iminio)-4-nonyl-5-oxo-2,5-dihydrofuran-3-yl)acetate